C1(CNCCNCC1O)O 3,6-diazacyclooctane-1,8-diol